(6S,8R)-6-(5-bromo-3-fluoropyridin-2-yl)-8-methyl-7-(2,2,2-trifluoroethyl)-6,7,8,9-tetrahydro-3H-pyrazolo[4,3-f]Isoquinoline BrC=1C=C(C(=NC1)[C@H]1N([C@@H](CC2=C3C(=CC=C12)NN=C3)C)CC(F)(F)F)F